N[C@]1([C@H](CCCC1)O)C1=C(C=CC=C1)Cl (-)-(1S,2S)-1-amino-1-(2-chlorophenyl)cyclohexane-2-ol